FC(OC1=C(C=C(C=C1)S(=O)(=O)CCO)C1=NN(C=C1C1=NN2C(N=CC=C2)=C1C(=O)N)C)F [3-[2-(difluoromethoxy)-5-(2-hydroxyethylsulfonyl)phenyl]-1-methyl-pyrazol-4-yl]pyrazolo[1,5-a]pyrimidine-3-carboxamide